N-((8-(4-(trifluoromethyl)phenyl)imidazo[1,2-a]pyrazin-6-yl)methyl)nicotinamide FC(C1=CC=C(C=C1)C=1C=2N(C=C(N1)CNC(C1=CN=CC=C1)=O)C=CN2)(F)F